8-amino-N-(3-(6,8-dioxo-2,7-diazaspiro[4.5]decane-2-carbonyl)phenyl)octanamide hydrochloride Cl.NCCCCCCCC(=O)NC1=CC(=CC=C1)C(=O)N1CC2(CC1)C(NC(CC2)=O)=O